C(=O)C=1CC2C3CC=C4C[C@H](CC[C@@]4(C3CC[C@@]2(C1N1C=NC(=C1)OC)C)C)CC(=O)[O-].C1CCCCC1.[Na+] sodium cyclohexane (3S,10R,13S)-16-Formyl-17-(4-methoxy-1H-imidazol-1-yl)-10,13-dimethyl-2,3,4,7,8,9,10,11,12,13,14,15-dodecahydro-1H-cyclopenta[a]phenanthren-3-yl-acetate